BrC1=C(C(=CC=C1)CBr)F 1-bromo-3-(bromomethyl)-2-fluoro-benzene